FC=1C=C(C=C(C1[C@H]1[C@@H](N(CC=2C3=C(C=CC12)NN=C3)C)CC(C)C)F)NC3CN(C3)CCCCC N-(3,5-Difluoro-4-((6S,7S)-7-Isobutyl-8-Methyl-6,7,8,9-Tetrahydro-3H-Pyrazolo[3,4-h]Isochinolin-6-yl)Phenyl)-1-pentylazetidin-3-amin